4-{2'-ethoxy-3-fluoro-[2,3'-bipyridinyl]-5-yl}-1-[2-fluoro-4-(trifluoromethyl)phenyl]-N-[(2S)-1-(methylamino)propan-2-yl]piperidine-4-carboxamide C(C)OC1=NC=CC=C1C1=NC=C(C=C1F)C1(CCN(CC1)C1=C(C=C(C=C1)C(F)(F)F)F)C(=O)N[C@H](CNC)C